N-(((3r,5r,7r)-adamantan-1-yl)methyl)-1-(4-(hydroxycarbamoyl)benzyl)-1H-indole-5-carboxamide C12(CC3CC(CC(C1)C3)C2)CNC(=O)C=2C=C3C=CN(C3=CC2)CC2=CC=C(C=C2)C(NO)=O